COC1CCC(CC1)NC(=O)C1=CC=CC(=N1)C(=O)OCC ethyl 6-(((1r,4r)-4-methoxycyclohexyl)carbamoyl)picolinate